O=C1NC(CCC1N1C(N(C2=C1C=CC=C2/C=C/[C@H](OC2CCN(CC2)C(=O)OC(C)(C)C)C)C)=O)=O tert-butyl 4-[(E,1R)-3-[1-(2,6-dioxo-3-piperidyl)-3-methyl-2-oxo-benzimidazol-4-yl]-1-methyl-allyloxy]piperidine-1-carboxylate